3-(trifluoromethyl)benzyl-amine FC(C=1C=C(CN)C=CC1)(F)F